3-methoxyacetamido-5-(2,3-dihydroxy-n-propylcarbamoyl)-2,4,6-triiodobenzoyl chloride COCC(=O)NC=1C(=C(C(=O)Cl)C(=C(C1I)C(NCC(CO)O)=O)I)I